O=C1C2(CC3=CC=CC=C13)CN(C2)C(=O)OC(C)(C)C tert-butyl 1'-oxo-1',3'-dihydro-spiro[azetidine-3,2'-indene]-1-carboxylate